COC([C@@H](NC([C@@H](NC(OCC[Si](C)(C)C)=O)CCC(=O)OC(C)(C)C)=O)CCCCN)=O.C(C)(C)(C)C=CC1=CC=CC=C1 tertiaryButyl-styrene (8S,11S)-methyl-11-(4-aminobutyl)-8-(3-(tert-butoxy)-3-oxopropyl)-2,2-dimethyl-6,9-dioxo-5-oxa-7,10-diaza-2-siladodecane-12-oate